NC1=C(C=C2C(=C(C(OC2=C1)=O)CC(=O)ON1C(CCC1=O)=O)C)S(=O)(=O)O 7-amino-3-[2-(2,5-dioxopyrrolidin-1-yl)oxy-2-oxoethyl]-4-methyl-2-oxochromene-6-sulfonic acid